4-METHYLPHENYLBORONIC ACID CC1=CC=C(C=C1)B(O)O